C(#N)OC1=C(C(=CC=C1)C)C 1-cyanooxy-2,3-dimethylbenzene